C(CC)[Si](CCC)(CCC)C(C(CCCCC(C(=O)O)CCCCCC)C#P)([Si](CCC)(CCC)CCC)[Si](CCC)(CCC)CCC.C(C)C(CN1C(C=2C(C1=O)=CC=CC2)=O)CCCC N-(2-ethylhexyl)phthalimide tri(tripropyl-silyl)phosphinetriyl-2-hexyl-isononanoate